O=C1NC(CCC1N1C(C2=CC(=C(C=C2C1=O)CN(C)CCOC1=CC=C(C=C1)C(=C(CC)C1=CC=CC=C1)C1=CC=CC=C1)F)=O)=O 2-(2,6-dioxopiperidin-3-yl)-5-(((2-(4-(1,2-diphenylbut-1-en-1-yl)phenoxy)ethyl)(methyl)amino)methyl)-6-fluoroisoindoline-1,3-dione